(1,2-dimethylpiperidin-4-yl)-N-methyl-5-[4-(1H-pyrazol-4-yl)-1H-pyrrolo[2,3-c]pyridin-7-yl][1,3]thiazolo[5,4-d][1,3]thiazol-2-amine CN1C(CC(CC1)N(C=1SC=2N=C(SC2N1)C=1N=CC(=C2C1NC=C2)C=2C=NNC2)C)C